C(C)(=O)O\N=C(/C=1C=C2C3=CC(=C4C(=C3N(C2=CC1)CC(CCCC)CC)C=CC=C4)C(=O)C4=C(C=C(C=C4C)C)C)\C4=C(C=CC=C4)OCC(C(F)F)(F)F (E)-(8-{[(acetyloxy)imino][2-(2,2,3,3-tetrafluoropropoxy)phenyl]methyl}-11-(2-ethylhexyl)-11H-benzo[a]carbazol-5-yl)(2,4,6-trimethylphenyl)methanone